tert-Butyl 3-(4-((4-(1-ethyl-3-(pyridin-3-yl)-1H-pyrazol-4-yl)pyrimidin-2-yl)amino)phenoxy)-8-azabicyclo[3.2.1]octane-8-carboxylate C(C)N1N=C(C(=C1)C1=NC(=NC=C1)NC1=CC=C(OC2CC3CCC(C2)N3C(=O)OC(C)(C)C)C=C1)C=1C=NC=CC1